CN(C1CN(CC1)C1=C2C=CN=NC2=C(C=C1)C(=O)NC=1C=C(C=2N(C1)C=C(N2)C)F)C 5-[3-(dimethylamino)pyrrolidin-1-yl]-N-[8-fluoro-2-methylimidazo[1,2-a]pyridin-6-yl]cinnoline-8-carboxamide